ClC=1OC(=CN1)\C=N\S(=O)C(C)(C)C (E)-N-((2-chlorooxazol-5-yl)methylene)-2-methylpropane-2-sulfinamide